p-hydroxybenzoic acid-methylester sodium salt [Na].COC(C1=CC=C(C=C1)O)=O